(2R)-2-[5-(5,6-dihydro-4H-pyrrolo[1,2-b]pyrazol-3-yl)-1,2,4-oxadiazol-3-yl]-1,1-difluoro-6-azaspiro[2.5]octane-6-sulfonamide N=1N2C(=C(C1)C1=NC(=NO1)[C@@H]1C(C13CCN(CC3)S(=O)(=O)N)(F)F)CCC2